OCCOCCOC=1C=C2C=CC(=CC2=CC1)C1(C2=CC=CC=C2C=2C=CC=CC12)C1=CC2=CC=C(C=C2C=C1)OCCOCCO 9,9-bis[6-(2-(2-hydroxyethoxy)ethoxy)-2-naphthyl]fluorene